tetrahydro-1H-1λ6-thiophen [SH4]1CCCC1